ClC=1C=C(C=CC1F)C=1C=CC=C2C=CN(C(C12)=O)CC(=O)N1CC(C1)(F)F 8-(3-chloro-4-fluorophenyl)-2-(2-(3,3-difluoroazetidin-1-yl)-2-oxoethyl)isoquinolin-1(2H)-one